FC(OC1=CC=C(C=C1)C1=NC(=CC(=N1)C(=O)NC1=CC(=CC=C1)C(CC)(F)F)C)F 2-(4-(difluoromethoxy)phenyl)-N-(3-(1,1-difluoropropyl)phenyl)-6-methylpyrimidine-4-carboxamide